ClC1=C(C(=NN1CC)C1=NOC(=C1)C)C(=O)NCCC1CCN(CC1)CCC(C)(C)C 5-Chloro-N-(2-(1-(3,3-dimethylbutyl)piperidin-4-yl)ethyl)-1-ethyl-3-(5-methylisoxazol-3-yl)-1H-pyrazole-4-carboxamide